Di(phenyl)bis(dimethylfluorenyl)biphenyldiamine C1(=CC=CC=C1)C1=C(C=CC=C1)C1=C(C(=C(C(=C1C1=CC=CC=C1)C1=C(C(=CC=2C3=CC=CC=C3CC12)C)C)C1=C(C(=CC=2C3=CC=CC=C3CC12)C)C)N)N